C(C)(=O)O[C@@H]1O[C@@H](C[C@H]1OC(C)=O)[C@H](CC#C)OC(C)=O (2S,3R,5S)-5-((S)-1-Acetoxybut-3-yn-1-yl)tetrahydrofuran-2,3-diyl diacetate